N1(C=NC=C1)C[C@H]1COC=2C(=C(C=C3C(=NC(N1C23)=O)N2[C@H](CN([C@@H](C2)C)C(C=C)=O)C)Cl)C2=C(C=C(C=C2)F)F (3S)-3-((1H-imidazol-1-yl)methyl)-7-((2S,5R)-4-acryloyl-2,5-dimethylpiperazin-1-yl)-9-chloro-10-(2,4-difluorophenyl)-2,3-dihydro-5H-[1,4]oxazino[2,3,4-ij]quinazolin-5-one